NC1=NC=C(C=N1)C=1C=C(C=C(C1)N1CCOCC1)S(=O)(=O)C=CC1=C(C=CC=C1)O 2-(2-((3-(2-aminopyrimidin-5-yl)-5-morpholinophenyl)sulfonyl)vinyl)phenol